3-(3-(3-Acetyloxiran-2-yl)-2-fluorophenyl)propionic acid ethyl ester C(C)OC(CCC1=C(C(=CC=C1)C1OC1C(C)=O)F)=O